4-[6-(cyclopropylmethylamino)-4-ethyl-5-(4-hydroxyphenyl)-3-pyridyl]phenol C1(CC1)CNC1=C(C(=C(C=N1)C1=CC=C(C=C1)O)CC)C1=CC=C(C=C1)O